C(C)(C)(C)OOC(C)(C)C.C1(=CC(=CC=C1)C(=C)C)C(=C)C [1,3-phenylenebis(1-methylethylene)] bis[t-butyl] peroxide